Tert-butyl (1-(6-(N-(1-(2-cyclohexyl-5-methylphenoxy)cyclopropanecarbonyl)sulfamoyl)pyridin-2-yl)-4-(hydroxymethyl)piperidin-4-yl)carbamate C1(CCCCC1)C1=C(OC2(CC2)C(=O)NS(=O)(=O)C2=CC=CC(=N2)N2CCC(CC2)(CO)NC(OC(C)(C)C)=O)C=C(C=C1)C